FC=1C(=C(C=C2CCN(CC12)CCCC(C)C)O)N1CC(NS1(=O)=O)=O 5-[8-fluoro-6-hydroxy-2-(4-methylpentyl)-1,2,3,4-tetrahydroisoquinolin-7-yl]-1λ6,2,5-thiadiazolidine-1,1,3-trione